(S)-1-(dibenzo[b,d]furan-2-yl)ethan-1-amine C1=C(C=CC=2OC3=C(C21)C=CC=C3)[C@H](C)N